O1CCC(CC1)NC1=NC(=NC(=N1)N)N tetrahydropyran-4-yl-1,3,5-triazine-2,4,6-triamine